ClC=1C=C(C=C(C1)OC(F)(F)F)C=1C=CC=2N(CC3N(C2N1)CCN(C3)CCC(=O)O)S(=O)(=O)C3=CC(=CC=C3)C(F)(F)F 3-(3-chloro-5-(trifluoromethoxy)phenyl-5-(3-(trifluoromethyl)phenylsulfonyl)-6a,7,9,10-tetrahydro-5H-pyrazino[1,2-a]pyrido[3,2-e]pyrazin-8(6H)-yl)propionic acid